5-((5-(2-(((1R,3S)-3-aminocyclopentyl)oxy)-6-(cyclopropylmethoxy)phenyl)-1H-pyrazol-3-yl)amino)pyrazine-2-carbonitrile N[C@@H]1C[C@@H](CC1)OC1=C(C(=CC=C1)OCC1CC1)C1=CC(=NN1)NC=1N=CC(=NC1)C#N